Cl.ClC=1C(=CC(=C(C1)NC1=NC(=NC=C1)NC=1C(=CC(=C(C1)NC(C=C)=O)N1C[C@@H](CC1)N(C)C)OC)C(C)(C)O)F (R)-N-(5-((4-((5-chloro-4-fluoro-2-(2-hydroxypropan-2-yl)phenyl)amino)pyrimidin-2-yl)amino)-2-(3-(dimethylamino)pyrrolidin-1-yl)-4-methoxyphenyl)acrylamide Hydrochloride